NC=1C=2N(C=CN1)C(=NC2Br)[C@H]2N(CCCC2)C(=O)OCC2=CC=CC=C2 (S)-benzyl 2-(8-amino-1-bromoimidazo[1,5-a]pyrazin-3-yl)piperidine-1-carboxylate